methyl L-glutaminate N[C@@H](CCC(N)=O)C(=O)OC